BrC1=C2C(=NN(C2=CC=C1)CC(=O)OCC)C1CC2(CN(C2)C(=O)OC(C)(C)C)C1 tert-butyl 6-[4-bromo-1-(ethoxycarbonylmethyl)-1H-indazol-3-yl]-2-aza-2-spiro[3.3]heptanecarboxylate